N[C@H]1CS(C2=C(N(C1=O)CC1=CC=C(C=C1)C(C#N)(C)C)C=C(C=C2)C=2OC(=NN2)C(C)(C)C)(=O)=O 2-[4-[[(3R)-3-amino-7-(5-tert-butyl-1,3,4-oxadiazol-2-yl)-1,1,4-trioxo-2,3-dihydro-1λ6,5-benzothiazepin-5-yl]methyl]phenyl]-2-methyl-propanenitrile